7-bromo-3-methyl-1,3-dihydrofuro[3,4-c]pyridin-4-amine BrC=1C2=C(C(=NC1)N)C(OC2)C